(6Z,9E)-12-bromo-2,6,10-trimethyl-2,6,9-dodecatriene BrCC/C(=C/C\C=C(/CCC=C(C)C)\C)/C